BrC1=CC(=C(O[C@H](C(=O)O)C)C=C1)\C=C\F (2S)-2-{4-bromo-2-[(1E)-2-fluorovinyl]phenoxy}propanoic acid